ClC=1C(=CC(=C(C1)C(C)=O)O)OCOCCOC 1-(5-chloro-2-hydroxy-4-((2-methoxyethoxy)methoxy)phenyl)ethan-1-one